[Cl-].CC(=COCCC[N+](C)(C)C)CC 2-methyl-3-methylpropenyloxypropyl-trimethyl-ammonium chloride